N1(CCNCC1)C1=CC=C(OCC(=O)OC(C)(C)C)C=C1 tert-butyl 2-(4-(piperazin-1-yl)phenoxy)acetate